ClC=1C=C(C=CC1)C1=CN(C=2N=CN=C(C21)NCC(COC)C)COCC[Si](C)(C)C 5-(3-chlorophenyl)-N-(3-methoxy-2-methylpropyl)-7-((2-(trimethylsilyl)ethoxy)methyl)-7H-pyrrolo[2,3-d]pyrimidin-4-amine